3-(1-Acetyl-4-ethoxypiperidin-4-yl)-5-chloro-1,7-dimethyl-8-((1-methylpiperidin-4-yl)oxy)-1,6-naphthyridin-2(1H)-one C(C)(=O)N1CCC(CC1)(OCC)C=1C(N(C2=C(C(=NC(=C2C1)Cl)C)OC1CCN(CC1)C)C)=O